[Si](C)(C)(C(C)(C)C)OC[C@@H](COS(=O)(=O)C1=CC=C(C=C1)C)F (S)-3-((t-butyldimethylsilyl)oxy)-2-fluoropropyl-4-methylbenzenesulfonate